(3R)-3-(2,5-dimethylpyrazol-3-yl)oxy-1-[2-[4-(3-ethynyl-1-tetrahydropyran-2-yl-indazol-5-yl)-2-methyl-pyrazol-3-yl]oxyethyl]pyrrolidin-2-one CN1N=C(C=C1O[C@H]1C(N(CC1)CCOC=1N(N=CC1C=1C=C2C(=NN(C2=CC1)C1OCCCC1)C#C)C)=O)C